BrC=1C(=C2C(=NC1OC)C=1[C@@H](N(CCC1N2)C(=O)C2=NC=C(C=N2)OC)C)Cl (S)-(3-bromo-4-chloro-2-methoxy-9-methyl-5,6,7,9-tetrahydro-8H-pyrrolo[3,2-b:4,5-c']dipyridin-8-yl)(5-methoxypyrimidin-2-yl)methanone